NCC(=O)N[C@@H](CCC(N)=O)C(=O)[O-] glycyl-L-glutaminate